6-(4-(5,7-Difluoro-6-hydroxy-1H-indazol-1-yl)phenyl)-2-thia-6-azaspiro[3.3]heptane 2-oxide FC=1C=C2C=NN(C2=C(C1O)F)C1=CC=C(C=C1)N1CC2(CS(C2)=O)C1